C(#N)C=1C(=CC(=C2C=NNC12)C1C(CCC1)O)C1=CC=C(CNC(C2=C(C=CC=C2)OC)=O)C=C1 N-(4-(7-cyano-4-(2-hydroxycyclopentyl)-1H-indazol-6-yl)benzyl)-2-methoxybenzamide